Methyl 3-((4-(3-(4-benzylpiperidine-1-carbonyl)piperidin-1-yl)-6-((3-(4-fluorophenyl)-propyl)amino)-1,3,5-triazin-2-yl)amino)propanoate C(C1=CC=CC=C1)C1CCN(CC1)C(=O)C1CN(CCC1)C1=NC(=NC(=N1)NCCCC1=CC=C(C=C1)F)NCCC(=O)OC